ClC=1C=NN(C1)C1=C(C=C(C=C1)NC(CC1=C(C=CC=C1)OC(F)(F)F)=O)S(N)(=O)=O N-[4-(4-chloro-1H-pyrazol-1-yl)-3-sulfamoylphenyl]-2-[2-(trifluoromethoxy)phenyl]acetamide